((3-methoxy-4-((6-methylpyridin-3-yl)methoxy)phenyl)amino)-3-morpholinoquinoxaline-5-carbonitrile COC=1C=C(C=CC1OCC=1C=NC(=CC1)C)NC1=NC=2C=CC=C(C2N=C1N1CCOCC1)C#N